C(C)OC/C(=C/C(=C/C1=CC=CC=C1)/CCCCCC)/C ((E)-2-((E)-3-ethoxy-2-methylprop-1-en-1-yl)oct-1-en-1-yl)benzene